FC1=C(C=C(C=C1)C1CCN(CC1)C(=O)OC(C)(C)C)NCCC(=O)OC tert-Butyl 4-(4-fluoro-3-((3-methoxy-3-oxopropyl)amino)phenyl)piperidine-1-carboxylate